C1(CC1)NC(C([C@H](CCC(C)(F)F)NC(=O)C1C2CCC2CN1C([C@H](C(C)(C)C)NC(OC)=O)=O)=O)=O Methyl ((2S)-1-(2-(((S)-1-(cyclopropylamino)-6,6-difluoro-1,2-dioxoheptan-3-yl)carbamoyl)-3-azabicyclo[3.2.0]heptan-3-yl)-3,3-dimethyl-1-oxobutan-2-yl)carbamate